ClC1=C(C=C(C=C1)OC)NC(=O)NCC=1C=C2CN(C(C2=CC1)=O)C1C(NC(CC1)=O)=O 1-(2-chloro-5-methoxy-phenyl)-3-[[2-(2,6-dioxo-3-piperidyl)-1-oxo-isoindolin-5-yl]methyl]urea